C(C)C=1C=CC=2N(C1CO)C=NC2 (6-ethyl-imidazo[1,5-a]pyridin-5-yl)-methanol